C1(CC=CC1)(C(=O)OC)C(=O)OC Dimethyl 3-cyclopentene-1,1-dicarboxylate